2-(5-chloro-1-methyl-pyrazolo[3,4-b]pyridin-4-yl)acetic acid ClC=1C(=C2C(=NC1)N(N=C2)C)CC(=O)O